ClC1=CC2=C(N(C(=N2)C)C2=NC(=CC(=N2)OC)OC)C=C1 5-chloro-1-(4,6-di-methoxy-pyrimidin-2-yl)-2-methyl-1H-benzoimidazole